N-Boc-2-(4-aminophenyl)ethanol CC(C)(C)OC(=O)NC1=CC=C(C=C1)CCO